6-(2,6-difluorophenyl)-8-methyl-2-(methylthio)pyrimido[4,5-d]pyridazin-5(6H)-one FC1=C(C(=CC=C1)F)N1N=C(C2=C(C1=O)C=NC(=N2)SC)C